1-hydroxyethyl-3-butylimidazolium alanine salt N[C@@H](C)C(=O)[O-].OC(C)C=1NC=C[N+]1CCCC